C(C)C1=C(C=C(C=C1)CO)S(=O)(=O)N ethyl-5-(hydroxymethyl)benzenesulfonamide